dihydrodehydroconiferyl alcohol COC1C=C(C#CC1O)/C=C/CO